(E)-3-(4-(tert-butyl)phenyl)acrylaldehyde C(C)(C)(C)C1=CC=C(C=C1)/C=C/C=O